2-((2,4-dimethylphenyl)(p-tolyl)amino)ethane-1-sulfonic acid CC1=C(C=CC(=C1)C)N(CCS(=O)(=O)O)C1=CC=C(C=C1)C